3,5-dimethyl-benzyl bromide CC=1C=C(CBr)C=C(C1)C